hydroxypropyl-tetraoxypyrantriol OCCCOOOOC=1C(=C(C(OC1)O)O)O